6-chloro-4-{3,8-diazabicyclo[3.2.1]oct-3-yl}-8-fluoro-2-{[(2S)-1-methylpyrrolidin-2-yl]methoxy}-7-[2-(trifluoromethyl)phenyl]quinazoline ClC=1C=C2C(=NC(=NC2=C(C1C1=C(C=CC=C1)C(F)(F)F)F)OC[C@H]1N(CCC1)C)N1CC2CCC(C1)N2